C1(CC1)S(=O)(=O)NC=1C=C(C=CC1)B(O)O 3-(CYCLOPROPANESULFONAMIDO)PHENYLBORONIC ACID